3-(morpholin-4-yl)pyrimido[5,4-c]pyridazine-6,8(5H,7H)-dione N1(CCOCC1)C1=CC2=C(N=N1)C(NC(N2)=O)=O